C(C1=CC=CC=C1)OC(=O)NN1CCN(CC1)CCC(=O)O 3-(4-(((benzyloxy)carbonyl)amino)piperazin-1-yl)propanoic acid